C(C)(C)C(C(=O)OCCC)C(C(=O)OCCC)C(C)C di-n-propyl 2,3-diisopropylbutanedioate